Cl.FC=1C(=C(C=CC1F)[C@H]1[C@@H](O[C@]([C@H]1C)(C(F)(F)F)C)C=1NC2=CC=[N+](C=C2C(C1)=O)[O-])OC 2-((2R,3S,4S,5R)-3-(3,4-Difluoro-2-methoxyphenyl)-4,5-dimethyl-5-(trifluoromethyl)tetrahydrofuran-2-yl)-4-oxo-1,4-dihydro-1,6-naphthyridine 6-oxide hydrochloride